1-((8-Benzyl-chroman-2-yl)methyl)-4-methylpiperazine C(C1=CC=CC=C1)C=1C=CC=C2CCC(OC12)CN1CCN(CC1)C